tert-butyl 4-[5-[1-(benzenesulfonyl)-3-bromo-2-(2,6-dimethyl-4-pyridyl)pyrrolo[2,3-b]pyridin-6-yl]-2-pyridyl]piperazine-1-carboxylate C1(=CC=CC=C1)S(=O)(=O)N1C(=C(C=2C1=NC(=CC2)C=2C=CC(=NC2)N2CCN(CC2)C(=O)OC(C)(C)C)Br)C2=CC(=NC(=C2)C)C